(7R)-2-[4-(3-cyanophenoxy)phenyl]-7-[4-(2-nitrobenzene-1-sulfonyl)piperazin-1-yl]-4,5,6,7-tetrahydro-2H-pyrazolo[4,3-b]pyridine-3-carboxamide C(#N)C=1C=C(OC2=CC=C(C=C2)N2N=C3C(NCC[C@H]3N3CCN(CC3)S(=O)(=O)C3=C(C=CC=C3)[N+](=O)[O-])=C2C(=O)N)C=CC1